3-(2-azidopropan-2-yl)imidazo[1,2-a]pyridine N(=[N+]=[N-])C(C)(C)C1=CN=C2N1C=CC=C2